C[N+](C)(C)C.Br hydrobromic acid, tetramethylammonium salt